1-di(2-hydroxy-3-naphthyl)methyl-4-phenylbenzene OC1=CC2=CC=CC=C2C=C1C(C1=CC=C(C=C1)C1=CC=CC=C1)C=1C(=CC2=CC=CC=C2C1)O